(Z)-2,5-dimethyl-3-(tosyloxy)hex-2-enoic acid methyl ester COC(\C(=C(\CC(C)C)/OS(=O)(=O)C1=CC=C(C)C=C1)\C)=O